OCCCC[C@@H](C)OC1=NC(=CC=C1S(=O)(=O)N1[C@@H](CCC1)C(=O)OC(C)(C)C)C tert-Butyl ((2-(((R)-6-hydroxyhexan-2-yl)oxy)-6-methylpyridin-3-yl)sulfonyl)-L-prolinate